tert-butyl 4-(chloromethyl)-1H-imidazole-1-carboxylate ClCC=1N=CN(C1)C(=O)OC(C)(C)C